7-(5-(9-(2-methoxyphenyl)-6,7,8,9-tetrahydrobenzo[4,5]imidazo[1,2-a]pyridin-2-yl)pyrimidin-2-yl)-7-azaspiro[3.5]nonan-2-ol COC1=C(C=CC=C1)C1CCCC=2N=C3N(C=C(C=C3)C=3C=NC(=NC3)N3CCC4(CC(C4)O)CC3)C21